2-[2-(2-chloro-6-cyclopropylpyridin-4-yl)-5-fluorophenyl]-1-methylimidazole-4-carbonitrile ClC1=NC(=CC(=C1)C1=C(C=C(C=C1)F)C=1N(C=C(N1)C#N)C)C1CC1